N=1NN=NC1C1=CC=C(C=C1)C(C)(C)N1CCC(CC1)(CCC1=CC=CC=C1)C(C1=CC=CC=C1)OCC 1-(2-(4-(2H-tetrazol-5-yl)phenyl)propan-2-yl)-4-(ethoxy(phenyl)methyl)-4-phenethylpiperidine